FC1C2(CCC3=CC(=CC=C13)O)OCCO2 fluoro-3',4'-dihydro-1'H-spiro[[1,3]dioxolan-2,2'-naphthalen]-6'-ol